(S)-2-((4-(2-((4-chloro-2-fluorobenzofuran-7-yl)methoxy)-3-(trifluoromethyl)phenyl)piperidine-1-yl)methyl)-1-(oxetan-2-ylmethyl)-1H-benzo[d]imidazole-6-carboxylic acid methyl ester COC(=O)C=1C=CC2=C(N(C(=N2)CN2CCC(CC2)C2=C(C(=CC=C2)C(F)(F)F)OCC2=CC=C(C=3C=C(OC32)F)Cl)C[C@H]3OCC3)C1